BrC1=C(C=C(C=C1)C1(N(CCCC1)C1=NC(=NC(=N1)Cl)NCC1=CC(=CC=C1)F)C(=O)N)C(F)(F)F (4-Bromo-3-(trifluoromethyl)phenyl)-1-(4-chloro-6-((3-fluorobenzyl)amino)-1,3,5-triazin-2-yl)piperidine-2-carboxamide